C12OOC(CC1)C2 2,3-dioxabicyclo[2.2.1]heptane